C(#N)C=1C=C(C=C(C1)C#N)C(C(=O)NC1=NC=C(C=C1)C(F)(F)F)C1CC(CC1)(F)F rac-2-(3,5-Dicyanophenyl)-2-(3,3-difluorocyclopentyl)-N-(5-(trifluoromethyl)pyridin-2-yl)acetamide